1,2-hexanedial C(C(CCCC)=O)=O